3,5-difluoro-4-(4-methylpiperidin-1-yl)aniline FC=1C=C(N)C=C(C1N1CCC(CC1)C)F